3-((3-propoxypyridin-2-yl)methylene)-6-(3-(4-fluorobenzoyl)benzylidene)piperazine-2,5-dione C(CC)OC=1C(=NC=CC1)C=C1C(NC(C(N1)=O)=CC1=CC(=CC=C1)C(C1=CC=C(C=C1)F)=O)=O